O=C1N(CCC(N1)=O)C1=NN(C2=C(C(=CC=C12)N1CCC(CC1)(O)CC(=O)O)F)C 2-[1-[3-(2,4-dioxohexahydropyrimidin-1-yl)-7-fluoro-1-methyl-indazol-6-yl]-4-hydroxy-4-piperidyl]acetic acid